N[C@H]1CCCC([C@@H]1C1=C(C2=NC(=CC(=C2S1)NCC=1SC=CC1)Cl)C)(F)F 2-((1r,6s)-6-amino-2,2-difluorocyclohexyl)-5-chloro-3-methyl-N-(thiophen-2-ylmethyl)thieno[3,2-b]pyridin-7-amine